((7-Aminoheptyl)amino)-2-(2,6-dioxopiperidin-3-yl)isoindoline-1,3-dione NCCCCCCCNC1=C2C(N(C(C2=CC=C1)=O)C1C(NC(CC1)=O)=O)=O